ClC1=C(C=CC(=C1)F)C1=CC=NC2=CC(=CC=C12)O[C@@H](C(=O)N1CCC=CC1)C 1-[(2R)-2-[[4-(2-Chloro-4-fluoro-phenyl)-7-quinolyl]oxy]propanoyl]-3,6-dihydro-2H-pyridin